Cl(=O)(=O)(=O)O.CC1=NC=CN1C(F)(F)F methyl-3-trifluoromethylimidazole perchlorate